N-(2-(1-((2-(2,4-dioxotetrahydropyrimidin-1(2H)-yl)pyridin-4-yl)methyl)piperidin-4-yl)-6-(2-hydroxypropan-2-yl)-2H-indazol-5-yl)-6-(trifluoromethyl)nicotinamide O=C1N(CCC(N1)=O)C1=NC=CC(=C1)CN1CCC(CC1)N1N=C2C=C(C(=CC2=C1)NC(C1=CN=C(C=C1)C(F)(F)F)=O)C(C)(C)O